(S)-1-(5-((2-fluoro-4-methoxyphenyl)thio)pyrazin-2-yl)-4'H,6'H-spiro[piperidine-4,5'-pyrrolo[1,2-b]pyrazol]-4'-amine FC1=C(C=CC(=C1)OC)SC=1N=CC(=NC1)N1CCC2([C@@H](C=3N(N=CC3)C2)N)CC1